C[C@]12C[C@H](C[C@H](CC1)N2C)OC2=NN=C(S2)C2=C(C=C(C=C2)C2=CC(=NC=C2)OC)O 2-(5-(((1R,3S,5S)-1,8-dimethyl-8-azabicyclo[3.2.1]octan-3-yl)oxy)-1,3,4-thiadiazol-2-yl)-5-(2-methoxypyridin-4-yl)phenol